Pyrido[4,3-d]pyrimidin-5-one N1=CN=CC2=C1C=CNC2=O